NC1=CC=C(C(=O)Cl)C=C1 para-aminobenzoylchloride